FC(OC1=CC=C(CN2C(=NC=3C2=NC=CC3)CCC(=O)NC(C)C3CCNCC3)C=C1)(F)F 4-(1-{3-[3-(4-Trifluoromethoxybenzyl)-3H-imidazo[4,5-b]pyridin-2-yl]-propionylamino}-ethyl)-piperidin